N-(3-chloro-4-fluoro-phenyl)-5-methyl-oxazole ClC=1C=C(C=CC1F)N1COC(=C1)C